NC=1C(=NC=C(N1)C1=CC=C(C=C1)C(C)(C)C)C(=O)O 3-amino-5-(4-(tert-butyl)phenyl)pyrazine-2-carboxylic acid